3-(5-(4-(((2-(dimethylamino)ethyl)(methyl)amino)methyl)pyridin-2-yl)-1-oxoisoindolin-2-yl)piperidine-2,6-dione CN(CCN(C)CC1=CC(=NC=C1)C=1C=C2CN(C(C2=CC1)=O)C1C(NC(CC1)=O)=O)C